ClCC(=O)NC=1SC2=C(N1)C=CC(=C2)C=2C=C(C=CC2)N(C(OC(C)C)=O)C isopropyl (3-(2-(2-chloroacetamido)benzo[d]thiazol-6-yl)phenyl)(methyl)carbamate